CN1CCN(CC1)CCNC1=NC(=NC2=CC=CC=C12)NCCC1=C(C=CC=C1)C(F)(F)F N4-(2-(4-methylpiperazin-1-yl)ethyl)-N2-(2-(trifluoromethyl)phenethyl)quinazoline-2,4-diamine